Br.BrC1CCNCC1 4-bromopiperidine hydrogen bromide salt